Cl.C1(CC1)C=1N=CC2=CC3=C(C(=C2C1)S(NCC(C)(C)F)(=O)=O)CC(C3)(C(=O)O)COCC[Si](C)(C)C 3-cyclopropyl-5-[(2-fluoro-2-methyl-propyl)sulfamoyl]-7-(2-trimethylsilylethoxymethyl)-6,8-dihydrocyclopenta[g]isoquinoline-7-carboxylic acid hydrochloride